C12C=CC(C=C1)C2 Bicyclo[2.2.1]hepta-2,5-dien